[C@@H]1([C@H](O)[C@H](O)[C@H](O1)CO)N1C=2N=C(NC(C2N=C1)=O)N 9-β-D-Ribofuranosyl-guanine